2,6-Dimethoxybenzenesulfonyl chloride COC1=C(C(=CC=C1)OC)S(=O)(=O)Cl